C(C)(C)(C)OC(=O)N1C[C@H](CCC1)NC1=NC2=CC=C(C=C2C=N1)Br (S)-3-((6-Bromoquinazolin-2-yl)amino)piperidine-1-carboxylic acid tert-butyl ester